OC1CC(C1)C1=NC=2C(=NC=CC2C2CCN(CC2)C=O)N1 [4-[2-(3-hydroxycyclobutyl)-3H-imidazo[4,5-b]pyridin-7-yl]-1-piperidyl]methanone